C(C)(C)C1=C(C=CC=C1)C1N(CCC1)C1CC2(C1)CCN(CC2)C2=CC=C(C(=O)O)C=C2 4-(2-(2-(2-isopropylphenyl)pyrrolidine-1-yl)-7-azaspiro[3.5]Nonan-7-yl)benzoic acid